FC=1C=C(C=NC1)[C@H]1N(OCC1)C=O [(3S)-3-(5-fluoropyridin-3-yl)-1,2-oxazolidin-2-yl]methanone